C(=CC=CC=CCCCCCCCCCCC)C=1C=C(C=CC1)O 3-(8'Z,11'Z,14'Z-heptadecatrienyl)-phenol